C(C)(C)C=1C(=NNC1C=1C=C(C=2N(C1)N=CN2)OC)C2=CC=C(C=C2)[C@H](C)N(C(=O)[C@H]2NCC2)C (S)-N-((S)-1-(4-(4-isopropyl-5-(8-methoxy-[1,2,4]triazolo[1,5-a]pyridin-6-yl)-1H-pyrazol-3-yl)phenyl)ethyl)-N-methyl-azetidine-2-carboxamide